1-[rac-(5R-6S)-6-fluoro-5-phenyl-6,7-dihydro-5H-pyrrolo[1,2-b][1,2,4]triazol-2-yl]propan-1-one F[C@H]1CC=2N(N=C(N2)C(CC)=O)[C@@H]1C1=CC=CC=C1 |r|